5-oxobicyclo[2.2.1]heptane-2-carbonitrile O=C1C2CC(C(C1)C2)C#N